ClC=1C=C2C(=NC1OC)C(=C(N2C)C2=NC(=NN2)C(F)(F)F)C=2C=NNC2 chloro-5-methoxy-1-methyl-3-(1H-pyrazol-4-yl)-2-(3-(trifluoromethyl)-1H-1,2,4-triazol-5-yl)-1H-pyrrolo[3,2-b]pyridine